O1C(=CC=C1)CC(C=C)=O Furanyl-3-buten-2-one